(S)-5-methyl-N-(5-(1-((1-methyl-1H-pyrazolo[3,4-b]pyrazin-6-yl)amino)ethyl)pyridin-3-yl)nicotinamide CC=1C=NC=C(C(=O)NC=2C=NC=C(C2)[C@H](C)NC2=CN=C3C(=N2)N(N=C3)C)C1